C(=O)(CCCCCCCCC)OO peroxycapric acid